S1NC(=CC2=C1C=CC=C2)C(=O)NN (E)-1,2-benzothiazine-3-formhydrazide